[7-[2,4-difluoro-6-(2-methoxyethoxy)phenyl]-6-[rac-(4S,7S)-4,7-dimethyl-4,5,6,7-tetrahydropyrazolo[1,5-a]pyrazin-2-yl]thieno[3,2-c]pyridin-4-yl]trifluoromethanesulfonate FC1=C(C(=CC(=C1)F)OCCOC)C=1C2=C(C(=NC1C1=NN3C([C@@H](NC[C@@H]3C)C)=C1)OS(=O)(=O)C(F)(F)F)C=CS2 |r|